N-(3-(3-(((4'-cyano-[1,1'-biphenyl]-4-yl)oxy)methyl)-1-(4-methoxybenzoyl)pyrrolidin-3-yl)oxetan-3-yl)methanesulfonamide C(#N)C1=CC=C(C=C1)C1=CC=C(C=C1)OCC1(CN(CC1)C(C1=CC=C(C=C1)OC)=O)C1(COC1)NS(=O)(=O)C